N-((1-(5-(trifluoromethyl)pyridin-2-yl)-1,2,3,4-tetrahydro-1,5-naphthyridin-3-yl)methyl)acetamide FC(C=1C=CC(=NC1)N1CC(CC2=NC=CC=C12)CNC(C)=O)(F)F